N-(2-(1-hydroxy-1-phenylethyl)phenyl)ethanesulfonamide Ethyl-(2-cyano-3-fluorophenyl)carbamate C(C)N(C(O)=O)C1=C(C(=CC=C1)F)C#N.OC(C)(C1=CC=CC=C1)C1=C(C=CC=C1)NS(=O)(=O)CC